OC(C1=CC(=CC=C1)OC)CC(CC(C)=O)=O (hydroxy-3-methoxybenzyl)-pentane-2,4-dione